The molecule is a natural product found in Leucosceptrum canum. It has a role as a metabolite, an angiogenesis inhibitor and an EC 3.4.21.26 (prolyl oligopeptidase) inhibitor. It is a sesterterpenoid, an organic heterotricyclic compound, a terpene ketone, a terpene lactone, a butenolide, a tertiary alcohol and a tertiary alpha-hydroxy ketone. C[C@@H]1CC[C@H]2[C@H]1[C@](C3=CC(O[C@@]3([C@@H]2C)O)(C)C)(C(=O)[C@@H](C)CC[C@@H]4C(=CC(=O)O4)C)O